ClC=1C=C(C=CC1Cl)C1=NN2C(CN(CC2)C(\C=C\CN(C)C)=O)=C1C1=CC=NC=C1 (2E)-1-[2-(3,4-dichlorophenyl)-3-(pyridin-4-yl)-6,7-dihydropyrazolo[1,5-a]pyrazin-5(4H)-yl]-4-(dimethylamino)but-2-en-1-one